C(C)(C)(C)C=1C=C(C)C=C(C1O)C(C)(C)C 3,5-bis(tert-butyl)-4-hydroxytoluene